C1=NC=C(C2=CC=CC=C12)N1C(NCC1(C#N)C)=O 3-(isoquinolin-4-yl)-4-methyl-2-oxoimidazolidine-4-carbonitrile